2-(6-{[(3R,4S)-3-fluoro-2,2,6,6-tetramethylpiperidin-4-yl]oxy}pyridazin-3-yl)-5-(2-methylimidazo[1,2-a]pyridin-6-yl)pyridin-3-ol F[C@@H]1C(NC(C[C@@H]1OC1=CC=C(N=N1)C1=NC=C(C=C1O)C=1C=CC=2N(C1)C=C(N2)C)(C)C)(C)C